(4-(2,2,2-trifluoroethoxy)phenyl)boronic acid FC(COC1=CC=C(C=C1)B(O)O)(F)F